N1C(=NC2=C1C=CC=C2)C(=O)NC2=CC=C(C=C2)N2C1=C(NC(CC2=O)=O)C2=CC=CC=C2C=C1 5-[4-(1H-benzimidazol-2-carbonylamino)phenyl]-1H-naphtho[1,2-b][1,4]diazepine-2,4(3H,5H)-dione